ClC1=CC(=C(C=C1)C1(OC2=C(O1)C=CC=C2C=2CCN(CC2)CC2=NC1=C(N2C[C@H]2OCC2)C=C(C=C1)C(=O)OC)C)F Methyl 2-((4-(2-(4-chloro-2-fluorophenyl)-2-methylbenzo[d][1,3]dioxolan-4-yl)-3,6-dihydropyridin-1(2H)-yl) methyl)-1-(((S)-oxetan-2-yl) methyl)-1H-benzo[d]imidazole-6-carboxylate